(2-(Benzyloxy)-4-(difluoromethyl)-6-hydroxyphenyl)(3,4-dihydroisoquinolin-2(1H)-yl)methanone C(C1=CC=CC=C1)OC1=C(C(=CC(=C1)C(F)F)O)C(=O)N1CC2=CC=CC=C2CC1